3-[5-cyclopropyl-4-(5-piperazin-1-ylpyrimidin-2-yl)isoxazol-3-yl]-1-(1-methylcyclopropyl)pyrazolo[3,4-d]pyrimidin-4-amine C1(CC1)C1=C(C(=NO1)C1=NN(C2=NC=NC(=C21)N)C2(CC2)C)C2=NC=C(C=N2)N2CCNCC2